C1(CC1)NC(=S)NC1=CC=2N(C=C1)C(=C(N2)C2=NC=1C(=NC=C(C1)C(F)(F)F)N2C)S(=O)(=O)CC 1-cyclopropyl-3-{3-(ethylsulfonyl)-2-[3-methyl-6-(trifluoromethyl)-3H-imidazo[4,5-b]pyridin-2-yl]imidazo[1,2-a]pyridin-7-yl}thiourea